C1=NC(=CC2=CC=CC=C12)B(O)O ISOQUINOLINE-3-BORONIC ACID